ethyl 5-fluoro-2-methylbenzoate FC=1C=CC(=C(C(=O)OCC)C1)C